FC(C1=C(C=CC=C1)C1=NNC(=C1O)C)(F)F 3-(2-(trifluoromethyl)phenyl)-5-methyl-pyrazol-4-ol